5-[2,6-diazaspiro[3.3]heptan-2-yl]-2-(2,6-dioxopiperidin-3-yl)isoindole-1,3-dione C1N(CC12CNC2)C=2C=C1C(N(C(C1=CC2)=O)C2C(NC(CC2)=O)=O)=O